FC(C(=O)[O-])(F)F.C1(=CC=CC=C1)CS(=O)(=O)NC1=C(OCCCC2C[NH2+]C2)C=CC(=C1)C(=O)N1CCC(CC1)C1=CC=C(C=C1)OC=1N=NC(=CC1)C(F)(F)F 3-(3-(2-((phenylmethyl)sulfonamido)-4-(4-(4-((6-(trifluoromethyl)pyridazin-3-yl)oxy)-phenyl)piperidine-1-carbonyl)phenoxy)propyl)azetidin-1-ium 2,2,2-trifluoroacetate